COC=1C=C(CN(C=2OC=C(N2)C(=O)NCCCC2=CC=C(C=C2)OC)CC2=CC(=CC=C2)OC)C=CC1 2-(bis(3-methoxybenzyl)amino)-N-(3-(4-methoxyphenyl)propyl)oxazole-4-carboxamide